NCC(CC1=C2C=CN(C2=CC(=C1OC=1C=CC(=C(C#N)C1)F)F)S(=O)(=O)C1=CC=C(C=C1)C)O 5-[4-(3-amino-2-hydroxy-propyl)-6-fluoro-1-(p-tolylsulfonyl)indol-5-yl]oxy-2-fluoro-benzonitrile